CN1N=C(C(=C1C)B1OC(C(O1)(C)C)(C)C)C 1,3,5-trimethyl-4-(tetramethyl-1,3,2-dioxaborolan-2-yl)-1H-pyrazole